cyclohexyldiethylammonium decyl-sulfate C(CCCCCCCCC)OS(=O)(=O)[O-].C1(CCCCC1)[NH+](CC)CC